2-(4-fluorophenyl)-N-{4-[3-(4-fluorophenyl)-6,6-dimethyl-4-oxo-4,5,6,7-tetrahydro-1H-pyrrolo[3,2-c]pyridin-2-yl]pyridin-2-yl}acetamide FC1=CC=C(C=C1)CC(=O)NC1=NC=CC(=C1)C1=C(C=2C(NC(CC2N1)(C)C)=O)C1=CC=C(C=C1)F